FC(C(COC)OC1=NC=CC(=C1)CNC(=O)N[C@H]1[C@@H](C1)C(F)(F)F)(F)F 1-({2-[(1,1,1-trifluoro-3-methoxypropan-2-yl)oxy]pyridin-4-yl}methyl)-3-[(1R,2R)-2-(trifluoromethyl)cyclopropyl]urea